1,5-dimethyl-3-phenyl-1H-pyrrole-2,4-dicarboxylic acid CN1C(=C(C(=C1C)C(=O)O)C1=CC=CC=C1)C(=O)O